C1(CC1)C1=NNC=C1C1=NC2=CC(=C(C=C2C(=C1)C(C)C)N1N=C(N(C1)CC)CO)F 1-(2-(3-Cyclopropyl-1H-pyrazol-4-yl)-7-fluoro-4-isopropylquinolin-6-yl)-4-ethyl-3-(hydroxymethyl)-1H-1,2,4-triazol